Cl.C(C)OCC ethyl ether HCl salt